C(=O)C1=C2C(=NC(=C1)C(=O)N)C(CO2)(C)C 7-formyl-3,3-dimethyl-2,3-dihydrofuro[3,2-b]pyridine-5-carboxamide